O=C1C2=CC=CC=C2SC=2C=CC(=CC12)[SH+]C1=CC=CC=C1 9-oxo-9H-thioxanthen-2-ylphenyl-sulfonium